5-{(7R)-1,4-difluoro-3-hydroxy-7-[(3-methylbutyl)amino]-5,6,7,8-tetrahydronaphthalen-2-yl}-1λ6,2,5-thiadiazolidine-1,1,3-trione FC1=C(C(=C(C=2CC[C@H](CC12)NCCC(C)C)F)O)N1CC(NS1(=O)=O)=O